cyclopentyl-Phenylglycine C1(CCCC1)NC(C1=CC=CC=C1)C(=O)O